CN1C(N(C2=CC(=CC=C2C1)C(=O)NCC1=C(C=C(C=C1F)F)F)CC=1N=CN(C1)C)=O 3-methyl-1-((1-methyl-1H-imidazol-4-yl)methyl)-2-oxo-N-(2,4,6-trifluorobenzyl)-1,2,3,4-tetrahydroquinazoline-7-carboxamide